C(#CC)N1C=[N+](C=C1)C#CC 1,3-dipropynyl-imidazolium